NC1=C(C2=C(C(N1C1=C(C(=CC=C1C)O)C)=O)C=C(S2)CN(CC)CC)C(=O)N 6-amino-2-((diethylamino)methyl)-5-(3-hydroxy-2,6-dimethylphenyl)-4-oxo-4,5-dihydrothieno[3,2-c]pyridine-7-carboxamide